C1(CC1)C=1C=C(C(=NC1)CNC1CCCC1)F N-((5-cyclopropyl-3-fluoropyridin-2-yl)methyl)cyclopentanamine